FC1(CCN(CC1)C1=NC(=CC=C1C1=CC=NC=C1)NC(C1=C(C=C(C=C1)NS(=O)(=O)CCO)N1CCC2(CC2)CC1)=O)F N-(2-(4,4-difluoropiperidin-1-yl)-[3,4'-bipyridyl]-6-yl)-4-(2-hydroxyethylsulfonylamino)-2-(6-azaspiro[2.5]oct-6-yl)benzamide